(2S,4S)-4-(3-hydroxyoxetan-3-yl)-5-oxopyrrolidin OC1(COC1)[C@@H]1CCNC1=O